N'-[(1R,2S)-2,3-dihydro-2-hydroxy-1H-indene-1-yl]thiourea O[C@@H]1[C@@H](C2=CC=CC=C2C1)NC(N)=S